N1(CCNCC1)CCS(=O)(=O)C1=CC=C(C=C1)S(=O)(=O)C1=CC=C(S1)CNC(OC(C)(C)C)=O tert-butyl ((5-((4-((2-(piperazin-1-yl)ethyl)sulfonyl)phenyl)sulfonyl)thiophen-2-yl)methyl)carbamate